CN(CCOC=1C=C(C=CC1O)C1=C(NC=2N(C1=O)N=C(C2C2=CC=CC=C2)C2=CC=CC=C2)C)C 6-(3-(2-(dimethylamino)ethoxy)-4-hydroxyphenyl)-5-methyl-2,3-diphenylpyrazolo[1,5-a]pyrimidin-7(4H)-one